FC1=C(C=C(C=C1)CN)OC (4-fluoro-3-methoxyphenyl)methanamine